C1(=CC=CC=C1)C1=CC=C(S1)C(=O)O 5-phenylthiophene-2-carboxylic acid